CC1N(CCC2=C1NNC2=O)C(=O)OC(C)(C)C tert-Butyl 7-methyl-3-oxo-1,2,3,4,5,7-hexahydro-6H-pyrazolo[3,4-c]pyridine-6-carboxylate